rac-tert-butyl (2-((1S*,2S*)-2-(4-methylpyrimidin-2-yl)cyclopropyl)quinolin-7-yl)carbamate CC1=NC(=NC=C1)[C@@H]1[C@H](C1)C1=NC2=CC(=CC=C2C=C1)NC(OC(C)(C)C)=O |r|